[Te].C(CC)(=O)O.C(CC)(=O)O dipropionic acid tellurium